ethyl 2-(4-((4aS,8aR)-3,3-dimethyloctahydroquinoxalin-1(2H)-yl)-3-fluoro-2-methylphenoxy)-2,2-difluoroacetate CC1(CN([C@@H]2CCCC[C@@H]2N1)C1=C(C(=C(OC(C(=O)OCC)(F)F)C=C1)C)F)C